cis-N-[(1R)-1-(6-Ethoxypyridin-3-yl)-2,2-difluoroethyl]-5-fluoro-2H-spiro[1-benzofuran-3,1'-cyclopropane]-2'-carboxamide C(C)OC1=CC=C(C=N1)[C@H](C(F)F)NC(=O)C1C2(C1)COC1=C2C=C(C=C1)F